C(C#C)(=O)O.C(C#CC)(=O)O 2-butynoic acid propiolate